FC=1C=C(C=CC1OC1=CC=NC2=CC(=CN=C12)OC)NC(=O)C=1C(=NC(=C(C1O)C(=C)C)C)C N-[3-Fluoro-4-[(7-methoxy-1,5-naphthyridin-4-yl)oxy]phenyl]-4-hydroxy-2,6-dimethyl-5-prop-1-en-2-ylpyridine-3-carboxamide